C(=O)OC1=C(C2=CC=CC=C2C=C1)SCCN(CC)CC diethylaminoethylthio-(2-naphthyl) formate